6-(furan-3-yl)-N-[(1-methylhexahydropyridin-4-yl)methyl]-1-benzofuran-2-carboxamide O1C=C(C=C1)C1=CC2=C(C=C(O2)C(=O)NCC2CCN(CC2)C)C=C1